(1-(8-fluoro-7-(7-fluoro-3-(methoxymethoxy)-8-((triisopropylsilyl)ethynyl)naphthalene-1-yl)-5-Methoxy-2-(methylthio)pyrido[4,3-d]pyrimidin-4-yl)azetidin-3-yl)methanol FC1=C(N=C(C2=C1N=C(N=C2N2CC(C2)CO)SC)OC)C2=CC(=CC1=CC=C(C(=C21)C#C[Si](C(C)C)(C(C)C)C(C)C)F)OCOC